(4S,6bS,8aS,11R,12aR,12bS,14aR)-11-amino-4-methoxy-4,6b,8a,11,12b,14a-hexamethyl-4,6b,7,8,8a,9,10,11,12,12a,12b,13,14,14a-tetradecahydropicene-2,3-dione N[C@@]1(CC[C@@]2(CC[C@@]3(C4=CC=C5[C@](C(C(C=C5[C@@]4(CC[C@]3([C@@H]2C1)C)C)=O)=O)(C)OC)C)C)C